1,4-Bis-[4-(3-acryloxypropoxy)benzoyloxy]-2-methylbenzene C(C=C)(=O)OCCCOC1=CC=C(C(=O)OC2=C(C=C(C=C2)OC(C2=CC=C(C=C2)OCCCOC(C=C)=O)=O)C)C=C1